1-(3,5-dichloropyridazin-4-yl)ethanone ClC=1N=NC=C(C1C(C)=O)Cl